(R)-6-(4-fluorophenyl)-N-(1-(6-methylpyridazin-3-yl)ethyl)-8-(methylthio)quinazolin-4-amine FC1=CC=C(C=C1)C=1C=C2C(=NC=NC2=C(C1)SC)N[C@H](C)C=1N=NC(=CC1)C